C1(NCC2=CC=CC=C12)C(=O)[O-] isoindolinecarboxylate